2-(dicyanomethyl)-3,3-difluorocyclopent-1-ene-1-carboxylic acid methyl ester COC(=O)C1=C(C(CC1)(F)F)C(C#N)C#N